CC1CC2(C=3N1N=C(C3)C=3C=NC1=CC=CC=C1C3)CN(C2)C(CCC#N)=O 4-[6'-methyl-2'-(quinolin-3-yl)-5',6'-dihydrospiro[azetidine-3,4'-pyrrolo[1,2-b]pyrazol]-1-yl]-4-oxobutanenitrile